3-bromo-2-fluoro-5-(trifluoromethyl)phenol BrC=1C(=C(C=C(C1)C(F)(F)F)O)F